ClC1=CC(=C(C=C1Cl)C(C(F)F)C1CCN(CC1)C([C@@H](CO)O)=O)O (2R)-1-[4-[1-(4,5-dichloro-2-hydroxyphenyl)-2,2-difluoroethyl]piperidin-1-yl]-2,3-dihydroxypropan-1-one